(S)-2-(1-(tert-butoxycarbonyl)piperidin-2-yl)acetic acid C(C)(C)(C)OC(=O)N1[C@@H](CCCC1)CC(=O)O